1-iodo-2-(((2-methylallyl)oxy)methyl)benzene IC1=C(C=CC=C1)COCC(=C)C